2'-(9,9-dimethyl-10-phenyl-9,10-dihydroacridin-1-yl)-4',6'-bis(3,6-diphenyl-9H-carbazol-9-yl)-[1,1':3',1''-terphenyl]-5'-carbonitrile CC1(C2=CC=CC=C2N(C=2C=CC=C(C12)C1=C(C(=C(C(=C1C1=CC=CC=C1)N1C2=CC=C(C=C2C=2C=C(C=CC12)C1=CC=CC=C1)C1=CC=CC=C1)C#N)N1C2=CC=C(C=C2C=2C=C(C=CC12)C1=CC=CC=C1)C1=CC=CC=C1)C1=CC=CC=C1)C1=CC=CC=C1)C